N[C@@]1(C([C@@H](CC1)NC=1C=2N(N=CC1/C(/N)=N/C1=C(C=CC=C1)C1CC1)C=CC2)(C)C)C (Z)-4-(((1R,3S)-3-amino-2,2,3-trimethylcyclopentyl)amino)-N'-(2-cyclopropylphenyl)pyrrolo[1,2-b]pyridazine-3-carboximidamide